BrC=1C=C(C(=C(C(=O)OC)C1)C)N(C1CCOCC1)C(C([2H])([2H])[2H])([2H])[2H] methyl 5-bromo-3-(ethyl-d5 (tetrahydro-2H-pyran-4-yl)amino)-2-methylbenzoate